O=C1C(=C2C(=NN1)C(CC2)OC(CC(=O)O)C)C(F)(F)F 3-[[3-oxo-4-(trifluoromethyl)-2,5,6,7-tetrahydrocyclopenta[c]pyridazin-7-yl]oxy]butyric acid